2-(2-amino-4-carboxyl-5-chlorophenyl)benzothiazole NC1=C(C=C(C(=C1)C(=O)O)Cl)C=1SC2=C(N1)C=CC=C2